IC1=CC=C(C(=O)N)C=C1 4-iodobenzamide